C(C1=CC=CC=C1)O[C@@H]1[C@H](N(C[C@@H]([C@H]1OCC1=CC=CC=C1)OCC1=CC=CC=C1)CCC1=NC=CC=C1)COCC1=CC=CC=C1 2-(2-((2R,3R,4R,5S)-3,4,5-tris(benzyloxy)-2-((benzyloxy)methyl)piperidin-1-yl)ethyl)pyridine